tert-butyl 4-(2-cyanobenzo[e][1,3]benzothiazol-7-yl)oxypiperidine-1-carboxylate C(#N)C=1SC2=C(N1)C1=C(C=C2)C=C(C=C1)OC1CCN(CC1)C(=O)OC(C)(C)C